3-(((t-butyldimethylsilyl)oxy)methyl)phenol [Si](C)(C)(C(C)(C)C)OCC=1C=C(C=CC1)O